N1=C(N=CC=C1)C1=CN=[N+](C=C1)CCC(=O)O 3-(4-pyrimidin-2-ylpyridazin-1-ium-1-yl)propionic acid